C1(CC1)N1C(C=2C(C=C1)=NN(C2)CC2=CC=C(C=C2)OC)=O 5-cyclopropyl-2-(4-methoxybenzyl)-2,5-dihydro-4H-pyrazolo[4,3-c]pyridin-4-one